4-[[(1S,2S)-2-[(3R)-3-aminopiperidin-1-yl]-4,6-dichloro-2,3-dihydro-1H-inden-1-yl]oxy]-2-fluoro-5-methylbenzene N[C@H]1CN(CCC1)[C@@H]1[C@H](C2=CC(=CC(=C2C1)Cl)Cl)OC1=CC(=CC=C1C)F